(rac)-ethyl 4-bromo-1-methyl-3-[(tetrahydro-2H-pyran-2-yloxy)methyl]-1H-pyrazole-5-carboxylate BrC=1C(=NN(C1C(=O)OCC)C)CO[C@H]1OCCCC1 |r|